2-[4-[5-(difluoromethyl)-1,3,4-oxadiazol-2-yl]pyridin-2-yl]-1-[(3-fluorophenyl)methyl]-1H-imidazole-5-carbonitrile FC(C1=NN=C(O1)C1=CC(=NC=C1)C=1N(C(=CN1)C#N)CC1=CC(=CC=C1)F)F